(6-((1H-pyrazol-1-yl)methyl)-4-methoxybenzo[d]isoxazol-3-yl)-2-methoxy-5-(2,7-diazaspiro[3.5]non-2-yl)benzenesulfonamide N1(N=CC=C1)CC1=CC2=C(C(=NO2)C=2C(=C(C=C(C2)N2CC3(C2)CCNCC3)S(=O)(=O)N)OC)C(=C1)OC